FC=1C=NC=CC1C1=NN2C(=NC=3C=CC=CC3C2=N1)N[C@H](CCC)C(=O)NC N2-[2-(3-fluoropyridin-4-yl)[1,2,4]triazolo[1,5-c]quinazolin-5-yl]-N-methyl-D-norvalinamide